2-(4-(2-(1H-indol-3-yl)acetamido)phenyl)-N-hydroxyacetamide N1C=C(C2=CC=CC=C12)CC(=O)NC1=CC=C(C=C1)CC(=O)NO